(3S)-3-(4-{[(2R/S)-3-methylbutan-2-yl]Oxy}phenyl)hex-4-ynoic acid methyl ester COC(C[C@H](C#CC)C1=CC=C(C=C1)O[C@H](C)C(C)C)=O |&1:15|